FC1=CC=C(C=C1)NC(=O)N[C@@H]1C(NC([C@H]1C1=CC=C(C=C1)OC)(C)C)=O |r| (±)-trans-1-(4-fluorophenyl)-3-[4-(4-methoxyphenyl)-5,5-dimethyl-2-oxopyrrolidin-3-yl]urea